(S)-3-(3-(pyrrolidin-1-yl)phenyl)-3-((R)-1-(3-(5,6,7,8-tetrahydro-1,8-naphthyridin-2-yl)propyl)piperidine-3-carboxamido)propanoic acid N1(CCCC1)C=1C=C(C=CC1)[C@H](CC(=O)O)NC(=O)[C@H]1CN(CCC1)CCCC1=NC=2NCCCC2C=C1